1-{3-[(1R)-1-(1,4-dioxan-2-yl)ethoxy]pyridin-4-yl}methanamine O1C(COCC1)[C@@H](C)OC=1C=NC=CC1CN